CC1=CC=2N(C=C1)C=CN2 7-methylimidazo[1,2-a]pyridine